O=C1C=C(NC=C1)C=1C=NC=CC1 4-oxo-2-(pyridin-3-yl)-1,4-dihydropyridine